ClC1=NC=C(C=C1)OCC1CCN(CC1)C 2-chloro-5-((1-methylpiperidin-4-yl)methoxy)pyridine